C=C1C=COC2=C1N=CN=C2 8-methylenepyrano[3,2-d]pyrimidine